CN(C[C@@H](C)OC1=C2C(=NC=NC2=CC(=C1)OC)NC=1C(=C2C=CC=NC2=CC1)F)C (R)-5-((1-(dimethylamino)propan-2-yl)oxy)-N-(5-fluoroquinolin-6-yl)-7-methoxyquinazolin-4-amine